2-(6-chloro-1-[[2-(trimethylsilyl)ethoxy]methyl]-octahydropyrrolo[3,2-c]pyridin-2-yl)-1-methylpiperidine ClC1CC2C(CN1)CC(N2COCC[Si](C)(C)C)C2N(CCCC2)C